2-[[(6-cyclopropyl-3-ethylsulfonyl-2-pyridyl)amino]methyl]-5-(1,1,2,2,2-pentafluoroethyl)thiophene-3-carboxylic acid C1(CC1)C1=CC=C(C(=N1)NCC=1SC(=CC1C(=O)O)C(C(F)(F)F)(F)F)S(=O)(=O)CC